3-amino-3-(2-hydroxyethyl)pentane-1,5-diol NC(CCO)(CCO)CCO